azido-6-azido-4-methyl-6,7,8,9-tetrahydropyrazolo[1,5-a][1,3]diazocin-5(4H)-one N(=[N+]=[N-])C1=NN2C(N(C(C(CCC2)N=[N+]=[N-])=O)C)=C1